C(C)(C)N1C=NC=C1CN1C=NC2=C1C=C(C=C2)C(=O)O 1-((1-isopropyl-1H-imidazol-5-yl)methyl)-1H-benzo[d]imidazole-6-carboxylic acid